CN1N=CC(=C1)C(=O)N[C@@H]1CCC2=CC(=CC=C12)C1=NC(=NO1)C (R)-1-methyl-N-(5-(3-methyl-1,2,4-oxadiazol-5-yl)-2,3-dihydro-1H-inden-1-yl)-1H-pyrazole-4-carboxamide